N1=C(C=NC=C1)C1=CN=C2N1COC1=C2C=NC=C1 3-(pyrazin-2-yl)-5H-imidazo[1,2-c]pyrido[3,4-e][1,3]oxazine